C(=O)(O)CC1=CC=C(C=C1)B1OC(C)(C)C(C)(C)O1 4-(carboxylmethyl)phenylboronic acid pinacol ester